diiron boride [B].[Fe].[Fe]